N-((2-(((1R,3s,5S)-3-(difluoromethyl)-8-azabicyclo[3.2.1]octan-8-yl)methyl)-1H-indol-6-yl)methyl)-4-oxo-4H-pyrido[1,2-a]pyrimidine-2-carboxamide FC(C1C[C@H]2CC[C@@H](C1)N2CC=2NC1=CC(=CC=C1C2)CNC(=O)C=2N=C1N(C(C2)=O)C=CC=C1)F